phenylcarbazol C1(=CC=CC=C1)C1=CC=CC=2C3=CC=CC=C3NC12